The molecule is a primary aliphatic ammonium ion that is the conjugate acid of ethanolamine arising from protonation of the primary amino function. It has a role as a human metabolite and a Saccharomyces cerevisiae metabolite. It is a conjugate acid of an ethanolamine. C(CO)[NH3+]